O=C1NC(CCC1N1C(C2=CC=C(C=C2C1=O)CN1CCC(CC1)C=1SC=CC1)=O)=O 2-(2,6-dioxopiperidin-3-yl)-5-((4-(thiophen-2-yl)piperidin-1-yl)methyl)isoindoline-1,3-dione